C[C@@H]1N(C[C@H]1O)C1=NC(=C(C(=N1)C=1C=NN(C1)C1CN(C1)C)C)C(F)(F)F (2S,3R)-2-methyl-1-{5-methyl-4-[1-(1-methyl-3-azetidinyl)-4-pyrazolyl]-6-(trifluoromethyl)-2-pyrimidinyl}-3-azetidinol